2-(3-{6-[4-(2-methyl-oxazol-4-yl)-benzylamino]-pyrimidin-4-yl}-imidazo[1,2-a]Pyridin-7-yloxy)-ethanol CC=1OC=C(N1)C1=CC=C(CNC2=CC(=NC=N2)C2=CN=C3N2C=CC(=C3)OCCO)C=C1